tert-butyl (5-bromo-2-(1-morpholinopropyl)phenyl)carbamate BrC=1C=CC(=C(C1)NC(OC(C)(C)C)=O)C(CC)N1CCOCC1